C(C)(C)(C)OC(=O)N[C@H](C(=O)N[C@H]1CN(CC1)C(=O)OCC1=CC=CC=C1)CCCNC(=N)NS(=O)(=O)C=1C(=C(C2=C(CC(O2)(C)C)C1C)C)C benzyl (R)-3-((S)-2-((tert-butoxycarbonyl)amino)-5-(3-((2,2,4,6,7-pentamethyl-2,3-dihydrobenzofuran-5-yl)sulfonyl)guanidino)pentanamido)pyrrolidine-1-carboxylate